4,6-dimethyldibenzothiophene sulfide CC1=CC=CC2=C1S(C1=C2C=CC=C1C)=S